bis[2-(propyldimethoxysilyl)1-phenyl-3-propyl-1,3-propanedione] platinum (II) [Pt+2].C(CC)[Si](C(C(=O)C1=CC=CC=C1)C(=O)CCC)(OC)OC.C(CC)[Si](C(C(=O)C1=CC=CC=C1)C(=O)CCC)(OC)OC